NC1CN(CCC1)C1=C2C(=NC=C1)N(C(=N2)C2=CC(=C(C#N)C=C2)F)C=2C=C1C=CN(C1=CC2)C 4-(7-(3-Aminopiperidin-1-yl)-3-(1-methyl-1H-indol-5-yl)-3H-imidazo(4,5-b)pyridin-2-yl)-2-fluorobenzonitrile